7-chloro-2-oxo-1-(2-phenoxyethyl)-N-(pyridin-2-ylmethyl)-1,2-dihydroquinoline-3-carboxamide ClC1=CC=C2C=C(C(N(C2=C1)CCOC1=CC=CC=C1)=O)C(=O)NCC1=NC=CC=C1